bis(7-oxabicyclo[4.1.0]-heptylmethyl) adipate C(CCCCC(=O)OCC12CCCCC2O1)(=O)OCC12CCCCC2O1